C(C)(C)(C)C=1C=C(CC=2C(OC3=CC=CC=C3C2)=O)C=C(C1)C(C)(C)C 3,5-di-tert-butylbenzyl-coumarin